C(C)[C@H]1OC1 (2R)-2-ethyloxirane